C1(=CC=CC=C1)N(C(O)=O)C1=C(N=NS1)C(=O)OCC.ClC1=CC=C(CNC(=O)C=2N=NSC2NC(=O)NCCC2=NC=CC=C2)C=C1 1-(4-(4-Chlorobenzylcarbamoyl)-1,2,3-thiadiazol-5-yl)-3-(2-(pyridin-2-yl)ethyl)urea Phenyl-4-(ethoxycarbonyl)-1,2,3-thiadiazol-5-ylcarbamate